2-methyl-2-nitro-3-(1-naphthyl)oxirane CC1(OC1C1=CC=CC2=CC=CC=C12)[N+](=O)[O-]